ethyl (4S,7S)-9-(dimethylcarbamoyl)-16-heptyl-4-isobutyl-2,5-dioxo-1-oxa-3,6-diazacyclohexadecane-7-carboxylate CN(C(=O)C1C[C@H](NC([C@@H](NC(OC(CCCCCC1)CCCCCCC)=O)CC(C)C)=O)C(=O)OCC)C